6'-methoxy-6-methyl-[2,5'-bipyrimidine]-5-carboxylic acid methyl ester COC(=O)C=1C=NC(=NC1C)C=1C=NC=NC1OC